C(#N)C1=C(C=CC(=C1)C(F)(F)F)N1CCC(CC1)(C(=O)NC[C@H]1N(CCC1)C)C=1C=NC(=CC1)C=1N(C=CC1)C 1-[2-cyano-4-(trifluoromethyl)phenyl]-4-[6-(1-methyl-1H-pyrrol-2-yl)pyridin-3-yl]-N-{[(2S)-1-methylpyrrolidin-2-yl]methyl}piperidine-4-carboxamide